COC1=CC=C(C(=O)NC(=O)N)C=C1 p-methoxybenzoyl-urea